2-hydroxy-N-((5-(2-((6-(trifluoromethyl)oxazolo[5,4-c]pyridin-2-yl)thio)acetyl)thiophen-2-yl)methyl)acetamide OCC(=O)NCC=1SC(=CC1)C(CSC=1OC=2C=NC(=CC2N1)C(F)(F)F)=O